Phosphaglycerate P(C(O)CO)(=O)[O-]